4-(4-chlorophenyl)-4,6,7,8-tetrahydro-2H-chromene-2,5(3H)-dione ClC1=CC=C(C=C1)C1CC(OC=2CCCC(C12)=O)=O